(R)-N-(3,3-difluoro-1-(3-methyloxetan-3-yl)piperidin-4-yl)-6-fluoro-5-(imidazo[1,2-a]pyrimidin-6-yl)-4-methoxypyrrolo[2,1-f][1,2,4]triazin-2-amine FC1(CN(CC[C@H]1NC1=NN2C(C(=N1)OC)=C(C(=C2)F)C=2C=NC=1N(C2)C=CN1)C1(COC1)C)F